CC(C=C)(CCC=C(C)C)CC(=O)O.C(C)(=O)O.C=CC(O)(C)CCC=C(C)C linalool acetate (3,7-dimethyloct-1,6-dien-3-yl-acetate)